9,10-difluoro-2,3,5,6-tetrahydro-7H-[1,4]thiazino[2,3,4-ij]quinolin-7-one FC=1C=C2C(CCN3C2=C(C1F)SCC3)=O